Tert-butyl (4-(4-chloro-2-methylpyridin-3-yl)-2,3-difluorophenyl)carbamate ClC1=C(C(=NC=C1)C)C1=C(C(=C(C=C1)NC(OC(C)(C)C)=O)F)F